FC1=CC=C(C=C1)C1=CNC2=NC=C(C=C21)C2=CC=C(CN1CC(CCC1)O)C=C2 1-(4-(3-(4-fluorophenyl)-1H-pyrrolo[2,3-b]pyridin-5-yl)benzyl)piperidin-3-ol